OC1CCN(CC1)C(CN1CCC(CC1)NC1=C2C=C(N(C2=CC=C1)CC(F)(F)F)C#CCNC1=C(C=C(C=C1)S(=O)(=O)C)OC)=O 1-(4-hydroxypiperidin-1-yl)-2-{4-[(2-{3-[(4-methanesulfonyl-2-methoxy-phenyl)amino]prop-1-yn-1-yl}-1-(2,2,2-trifluoroethyl)-1H-indol-4-yl)amino]piperidin-1-yl}ethan-1-one